chloromethyl N-[2-(1,3-benzodioxol-5-yl)-1-methyl-2-oxo-ethyl]-N-methyl-carbamate O1COC2=C1C=CC(=C2)C(C(C)N(C(OCCl)=O)C)=O